4-(2-methoxyphenyl)pyrimidine COC1=C(C=CC=C1)C1=NC=NC=C1